(S)-5-hydroxy-7,4'-dimethoxyflavanone OC1=C2C(C[C@H](OC2=CC(=C1)OC)C1=CC=C(C=C1)OC)=O